2-methyl-9,10-di(2-naphthalenyl)anthracene sulfosuccinimidyl-6-[α-methyl-α-(2-pyridyldithio)toluamido]hexanoate S(=O)(=O)(O)C(C(=O)O)(CCCCNC(=O)C=1C(=CC=CC1)C(SSC1=NC=CC=C1)C)N1C(CCC1=O)=O.CC1=CC2=C(C3=CC=CC=C3C(=C2C=C1)C1=CC2=CC=CC=C2C=C1)C1=CC2=CC=CC=C2C=C1